5-hydroxy-1,3-oxathiolane-2-carboxylic acid OC1CSC(O1)C(=O)O